N1-(5-chloropyridin-2-yl)-4,4-difluoropyrrolidine-1,2-dicarboxamide ClC=1C=CC(=NC1)NC(=O)N1C(CC(C1)(F)F)C(=O)N